4-[[3-(4-Aminobutanesulfonyl)propyl]amino]-2-(2,6-dioxopiperidin-3-yl)isoindole-1,3-dione formate C(=O)O.NCCCCS(=O)(=O)CCCNC1=C2C(N(C(C2=CC=C1)=O)C1C(NC(CC1)=O)=O)=O